(tert-butyloxycarbonyl)-D-serine methyl ester COC([C@H](NC(=O)OC(C)(C)C)CO)=O